1-(2-bromo-6,6-dimethyl-6,7-dihydrothiazolo[5,4-c]pyridin-5(4H)-yl)-2-cyclopentylethan-1-one BrC=1SC=2CN(C(CC2N1)(C)C)C(CC1CCCC1)=O